(E)-N'-cyano-N-((1,2,3,5,6,7-hexahydro-s-indacen-4-yl)carbamoyl)-2-(5-methylhexahydro-1H-furo[3,4-c]pyrrol-1-yl)ethene-1-sulfonimidamide C(#N)N=S(=O)(NC(NC1=C2CCCC2=CC=2CCCC12)=O)\C=C\C1OCC2C1CN(C2)C